C(#N)C=1C=NN2C1C(=CC(=C2)C2=CC=C(C=C2)N2CCN(CC2)C)C=2C=NN(C2)C2=CC=CC=C2 4-(4-(3-cyano-6-(4-(4-methylpiperazin-1-yl)phenyl)pyrazolo[1,5-a]pyridin-4-yl)-1H-pyrazol-1-yl)benzene